P(=O)(O)(O)O[C@H]1[C@H]([C@@H](O[C@@H]1CO)N1C=NC=2C(=O)NC(N)=NC12)OC.OC1N=CC=C(N1O)C=1C(=C(C#N)C=CC1)F 2,3-dihydroxypyrimidin-4-yl-2-fluorobenzonitrile 2'-O-methyl-guanosine-3'-phosphate